C(C1=CC=C(C(=O)O)C=C1)(=O)O.C(CCCC)N.C(CCCC)N bis(n-pentylamine) terephthalate salt